N,N-dimethyl-N'-methylurea CN(C(=O)NC)C